7-oxo-6,7-dihydropyrido[4,3-d]pyrimidine-8-carbonitrile O=C1C(=C2N=CN=CC2=CN1)C#N